2-(4-bromo-6-cyclopropyl-5-fluoro-1-oxophthalazin-2(1H)-yl)-N-(5-fluoropyrimidin-2-yl)acetamide BrC1=NN(C(C2=CC=C(C(=C12)F)C1CC1)=O)CC(=O)NC1=NC=C(C=N1)F